C(CCC)[P](CCCCCCCC)(CCCC)CCCC Tri-n-butyl-octyl-phosphorus